8-Chloro-3-(2-fluoro-ethyl)-indolizine-1-carboxylic acid (4,4-difluoro-cyclohexylmethyl)-amide FC1(CCC(CC1)CNC(=O)C=1C=C(N2C=CC=C(C12)Cl)CCF)F